(R)-3-(Boc-amino)pyrrolidine C(=O)(OC(C)(C)C)N[C@H]1CNCC1